The molecule is a 1-(5-phospho-D-ribosyl)-ATP in which the 5-phospho-D-ribosyl residue has beta-configuration at the anomeric centre. It is a conjugate acid of a 1-(5-phospho-beta-D-ribosyl)-ATP(6-). C1=NC2=C(N1[C@H]3[C@@H]([C@@H]([C@H](O3)COP(=O)(O)OP(=O)(O)OP(=O)(O)O)O)O)N=CN(C2=N)[C@H]4[C@@H]([C@@H]([C@H](O4)COP(=O)(O)O)O)O